C1(CC1)S(=O)(=O)N[C@@H]1[C@@H](N(C[C@@H]1F)C(=O)N(C)C)CC=1C(=C(C=CC1)C1=CC(=CC=C1)F)F (2S,3R,4S)-3-[(cyclopropanesulfonyl)amino]-2-[(2,3'-difluoro[1,1'-biphenyl]-3-yl)methyl]-4-fluoro-N,N-dimethylpyrrolidine-1-carboxamide